C(#N)C=1C=C(C=NC1N1CCOCC1)NC(=O)C1=C(C(=NS1)C1=CC=CC=C1)C1CC1 N-(5-CYANO-6-MORPHOLINOPYRIDIN-3-YL)-4-CYCLOPROPYL-3-PHENYLISOTHIAZOLE-5-CARBOXAMIDE